methyl 2-(4-(2-(4-chloro-2-fluorophenyl)-2-methylbenzo[d][1,3]dioxol-4-yl)-2,6-difluorobenzyl)-1-((1-(cyanomethyl)cyclopropyl)methyl)-1H-benzo[d]imidazole-6-carboxylate ClC1=CC(=C(C=C1)C1(OC2=C(O1)C=CC=C2C2=CC(=C(CC1=NC3=C(N1CC1(CC1)CC#N)C=C(C=C3)C(=O)OC)C(=C2)F)F)C)F